3-((6-fluoronaphthalen-2-yl)methylthio)-6-hydroxy-1,2,4-triazin-5(2H)-one FC=1C=C2C=CC(=CC2=CC1)CSC=1NN=C(C(N1)=O)O